C1=CC=CC2=CC=3C(C4=C5C(C=C6C=CC7=CC=CC3C7=C64)=C6C=CC=CC6=C5)=C12 Diindenopyrene